4-bromo-3-ethoxybenzamide BrC1=C(C=C(C(=O)N)C=C1)OCC